COC=1C=C(CN(C2=CC(=CC=C2)CN2CCCCC2)CC2=CC=C(C=C2)N2CCOCC2)C=CC1 N-(3-methoxybenzyl)-N-(4-morpholinobenzyl)-3-(piperidin-1-ylmethyl)aniline